1-methoxyphenazine methyl-sulfate COS(=O)(=O)O.COC1=CC=CC2=NC3=CC=CC=C3N=C12